(1R,6R,7R)-N-(7-methyl-6-(4-((R)-3-methyltetrahydrofuran-3-yl)piperazin-1-yl)isoquinolin-3-yl)-3-oxabicyclo[4.1.0]heptane-7-carboxamide CC1=C(C=C2C=C(N=CC2=C1)NC(=O)[C@@H]1[C@@H]2CCOC[C@@H]12)N1CCN(CC1)[C@]1(COCC1)C